CO[Si](CCCCSN(C(=O)SSSSC(N(SC)SCCCC[Si](OC)(OC)OC)=O)SC)(OC)OC 3-trimethoxysilylpropyl-N,N-dimethylmercaptocarbamoyl tetrasulfide